ClC1=C(C=C(C=C1)NC(=O)[C@@H]1C([C@H]1C1=CC(=CC(=C1)Cl)Cl)(Cl)Cl)NC(C1=C(C=C(C=C1)F)C)=O |r| trans-rac-N-(2-Chloro-5-(2,2-dichloro-3-(3,5-dichlorophenyl)cyclopropane-1-carboxamido)phenyl)-4-fluoro-2-methylbenzamide